(E)-ethyl 13-((tert-butyldiphenylsilyl)oxy)tridec-2-enoate [Si](C1=CC=CC=C1)(C1=CC=CC=C1)(C(C)(C)C)OCCCCCCCCCC/C=C/C(=O)OCC